7-methoxy-N-(4-methylthiazol-5-yl)-2-(tetrahydro-2H-pyran-4-yl)imidazo[1,2-a]pyridine-6-carboxamide COC1=CC=2N(C=C1C(=O)NC1=C(N=CS1)C)C=C(N2)C2CCOCC2